tert-Butyl (2R,5S)-4-(6-chloro-7-(2-fluorophenyl)-1-(4-isopropyl-6-methyl-2-vinylpyrimidin-5-yl)-2-oxo-1,2-dihydropyrido[2,3-d]pyrimidin-4-yl)-2,5-dimethylpiperazine-1-carboxylate ClC1=CC2=C(N(C(N=C2N2C[C@H](N(C[C@@H]2C)C(=O)OC(C)(C)C)C)=O)C=2C(=NC(=NC2C)C=C)C(C)C)N=C1C1=C(C=CC=C1)F